phenyl(4-(3-(3,5-dimethylisoxazol-4-yl)-5-methylphenoxy)-3,5-dimethylphenyl)carbamate C1(=CC=CC=C1)OC(NC1=CC(=C(C(=C1)C)OC1=CC(=CC(=C1)C)C=1C(=NOC1C)C)C)=O